N1(C(=O)N(C)C=2N=CN(C)C2C1=O)CC(=O)O 1-theobromineacetic acid